2-(2-aminoethoxy)-N-methylacetamide NCCOCC(=O)NC